C(C)(C)(C)OC(=O)N1C(N(C2=C1C=CC=C2)C=2C=NC(=CC2C)OCCOC(=O)OC(C)(C)C)=O 3-(6-(2-((tert-butoxycarbonyl)oxy)ethoxy)-4-methylpyridin-3-yl)-2-oxo-2,3-dihydro-1H-benzo[d]imidazole-1-carboxylic acid tert-butyl ester